[N+](=O)([O-])C1=CC=C(C=C1)C1(CCC1)N 1-(4-nitrophenyl)cyclobutylamine